C(C)(C)(C)C1=CC=C(C=C1)C(C(=O)NCC=1C=C2C(N(C(C2=CC1)=O)C1C(NC(CC1)=O)=O)=O)=O 2-(4-(Tert-butyl)phenyl)-N-((2-(2,6-dioxopiperidin-3-yl)-1,3-dioxoisoindolin-5-yl)methyl)-2-oxoacetamide